3-(BENZYL(METHYL)CARBAMOYL)PHENYLBORONIC ACID C(C1=CC=CC=C1)N(C(=O)C=1C=C(C=CC1)B(O)O)C